6-(1-fluorocyclopropyl)-2-(4-methoxybenzyl)phthalazin-1(2H)-one FC1(CC1)C=1C=C2C=NN(C(C2=CC1)=O)CC1=CC=C(C=C1)OC